C(C1=CC=CC=C1)C1N(C(CCC1N)(C)C)CC1=CC=CC=C1 dibenzyl-6,6-dimethylpiperidin-3-amine